(R)-1-cyclopropyl-2,2,2-trifluoroethylamine C1(CC1)[C@H](C(F)(F)F)N